OC1=C(C=CC=C1)C1=CC=2C3=C(C=NC2C=C1)N(C(N3C=3C=C(C#N)C=CC3C)=N)C 3-(8-(2-Hydroxyphenyl)-2-imino-3-methyl-2,3-dihydro-1H-imidazo[4,5-c]quinolin-1-yl)-4-methylbenzonitrile